4-(1H-imidazol-4-yl)-N-((3r,4s)-3-methyl-1-(methylsulfonyl)piperidin-4-yl)-5-(trifluoromethyl)pyrimidin-2-amine N1C=NC(=C1)C1=NC(=NC=C1C(F)(F)F)N[C@@H]1[C@@H](CN(CC1)S(=O)(=O)C)C